9-(3-((2,6-Dioxopiperidin-3-yl)amino)benzyl)-3,9-diazaspiro[5.5]undecane-3-carboxylic acid tert-butyl ester C(C)(C)(C)OC(=O)N1CCC2(CC1)CCN(CC2)CC2=CC(=CC=C2)NC2C(NC(CC2)=O)=O